ClC=1C(=NC(=NC1)NC1CCOCC1)C1=CC=2C(N(CCC2S1)[C@H](C(=O)N[C@H](CO)C1=CC(=CC=C1)C)C)=O (S)-2-(2-(5-Chloro-2-((tetrahydro-2H-pyran-4-yl)amino)pyrimidin-4-yl)-4-oxo-6,7-dihydrothieno[3,2-c]pyridin-5(4H)-yl)-N-((S)-2-hydroxy-1-(m-methylphenyl)ethyl)propionamide